rac-{[(3aR,4S,6aS)-1-(7,8-dihydrofuro[3,2-e][1,3]benzothiazol-2-yl)-2-oxooctahydrocyclopenta[d]imidazol-4-yl](methyl)amino}acetonitrile N1=C(SC2=C1C1=C(C=C2)OCC1)N1C(N[C@H]2[C@@H]1CC[C@@H]2N(C)CC#N)=O |r|